N-(amino(2-(2-hydroxypropan-2-yl)thiazol-5-yl)(oxo)-λ6-sulfaneylidene)-2-(2,6-diisopropyl-4-(methoxymethyl)phenyl)acetamide bis-(4-aminophenyl)carbonate NC1=CC=C(C=C1)OC(OC1=CC=C(C=C1)N)=O.NS(=NC(CC1=C(C=C(C=C1C(C)C)COC)C(C)C)=O)(=O)C1=CN=C(S1)C(C)(C)O